5-[[2-(3-Oxo-3-[4-[5-(Trifluoromethyl)pyrimidin-2-yl]piperazin-1-yl]propoxy)ethyl]amino]-4-(trifluoromethyl)-2,3-dihydropyridazin-3-one O=C(CCOCCNC1=C(C(NN=C1)=O)C(F)(F)F)N1CCN(CC1)C1=NC=C(C=N1)C(F)(F)F